CN1N=NC2=C1C=CC(=C2C)[C@H](CC(=O)N2C(OC[C@@H]2C2=CC=CC=C2)=O)C2=CC(=C(C=C2)C)COCC2=CC=C(C=C2)OC (S)-3-((R)-3-(1,4-dimethyl-1H-benzo[d][1,2,3]triazol-5-yl)-3-(3-(((4-methoxybenzyl)oxy)methyl)-4-methylphenyl)propionyl)-4-phenyloxazolidin-2-one